Cl.NC1CN(C1)C1=NC=C(C=N1)C(=O)NC=1C(=NC=CC1C1=C(C=CC=C1)F)N1CC(CC1)(F)F 2-(3-aminoazetidin-1-yl)-N-(2-(3,3-difluoropyrrolidin-1-yl)-4-(2-fluorophenyl)pyridin-3-yl)pyrimidine-5-carboxamide hydrochloride salt